C(C)(=O)OC(COC)C propyleneglycol monomethyl ETHER ACETATE